(8-chloroimidazo[1,2-a]pyrazin-3-yl)(5-fluoro-2-(3-fluoro-4-methoxyphenyl)pyridin-4-yl)methanol ClC=1C=2N(C=CN1)C(=CN2)C(O)C2=CC(=NC=C2F)C2=CC(=C(C=C2)OC)F